OC1=CC(=C(C=C1)C1=CC(=CC(=C1)O)CN1[C@H](CCC1)C(=O)N[C@@H](C)C1=CC(=C(C(=O)OCC)C=C1)O)C ethyl 4-((S)-1-((R)-1-((4',5-dihydroxy-2'-methyl-[1,1'-biphenyl]-3-yl) methyl) pyrrolidin-2-amido) ethyl)-2-hydroxybenzoate